C(C1=CC=CC=C1)OC=1C(=CC2=C(NC([C@H]3N(C2=O)C[C@@H](C3)O[Si](C)(C)C(C)(C)C)=O)C1)OC (2R,11aS)-8-(benzyloxy)-2-((tert-butyldimethylsilyl)oxy)-7-methoxy-1,2,3,11a-tetrahydro-5H-benzo[e]pyrrolo[1,2-a][1,4]diazepine-5,11(10H)-dione